C[C@@H]1N(CC=C(C1)C1=NC(=CC=C1)OCC1=CC=C2C=NN(C2=C1)C)C(=O)OC(C)(C)C tert-butyl (S)-2'-methyl-6-((1-methyl-1H-indazol-6-yl) methoxy)-3',6'-dihydro-(2,4'-bipyridine)-1'(2'H)-carboxylate